C(C)(C)(C)OC(=O)N1CC2(C1)NCC(N(C2)CCO)=O 8-(2-hydroxyethyl)-7-oxo-2,5,8-triazaspiro[3.5]nonane-2-carboxylic acid tert-butyl ester